Bis(6-(((Z)-non-2-en-1-yl)oxy)-6-oxohexyl) 2-((tert-butyldiphenylsilyl)oxy)succinate [Si](C1=CC=CC=C1)(C1=CC=CC=C1)(C(C)(C)C)OC(C(=O)OCCCCCC(=O)OC\C=C/CCCCCC)CC(=O)OCCCCCC(=O)OC\C=C/CCCCCC